crotonic acid sodium salt [Na+].C(\C=C\C)(=O)[O-]